BrC1C(CCCCCCCCCC1)(Br)Br Tribromocyclododecane